N1(CCC1)C1=NC2=CC=C(C3=C2N1[C@H](CO3)C3=NC=CC=C3)C=3C(=NOC3C)C (4S)-2-azetidin-1-yl-7-(3,5-dimethylisoxazol-4-yl)-4-pyridin-2-yl-4,5-dihydroimidazo[1,5,4-de][1,4]benzoxazine